C(C(C)CC(=O)[O-])CC(=O)[O-] propane-1,2-diylbisacetate